tert-butyl 3-(4-decylbenzoyl)-3,8-diazabicyclo[3.2.1]octane-8-carboxylate C(CCCCCCCCC)C1=CC=C(C(=O)N2CC3CCC(C2)N3C(=O)OC(C)(C)C)C=C1